C(C)N(CC)CC=1SC2=C(N1)C=C(C=C2)[C@@H]2NC[C@H](CC2)C N-ethyl-N-((5-((2R,5S)-5-methylpiperidin-2-yl)benzo[d]thiazol-2-yl)methyl)ethanamine